N[C@@H]1CN(CCC1(F)F)C1=NC2=C(N1CC1=NC=C(C#N)C=C1)C=CC(=C2)Cl (R)-6-((2-(3-amino-4,4-difluoropiperidin-1-yl)-5-chloro-1H-benzo[d]imidazol-1-yl)methyl)nicotinonitrile